COCCN(CCO)C N-(2-methoxyethyl)-N-methyl-ethanolamine